5-(2-cyclobutyl-ethyl)-1,2,4-oxadiazol C1(CCC1)CCC1=NC=NO1